tert-butyl 6-[3-methoxy-4-[2-(2-methoxyethoxy)phenyl]-6,7-dihydro-5H-cyclopenta[c]pyridin-1-yl]-3,4-dihydro-1H-isoquinoline-2-carboxylate COC1=C(C2=C(C(=N1)C=1C=C3CCN(CC3=CC1)C(=O)OC(C)(C)C)CCC2)C2=C(C=CC=C2)OCCOC